O=C1NC(CC[C@@H]1N1C(C2=CC=C(C=C2C1=O)N1CCC(CC1)CN1CCC(CC1)CNC1=C2N=CN(C2=NC=N1)C1CC(C1)NC(CC1=CC=CC=C1)=O)=O)=O N-((1s,3s)-3-(6-(((1-((1-(2-(2,6-dioxopiperidin-3-yl)-1,3-dioxoisoindoline-5-yl)piperidin-4-yl)methyl)piperidin-4-yl)methyl)amino)-9H-purin-9-yl)cyclobutyl)-2-phenylacetamide